ClC1=NC=C(C(=O)NC)C(=C1)NC1=CN(C2=C1C(N(C=C2)C(C)C)=O)C 6-Chloro-4-((5-isopropyl-1-methyl-4-oxo-4,5-dihydro-1H-pyrrolo[3,2-c]pyridin-3-yl)amino)-N-methylnicotinamide